4-(2-(dimethylamino)-3-(1,3-dioxoisoindolin-2-yl)propyl)-2-fluorobenzamide CN(C(CC1=CC(=C(C(=O)N)C=C1)F)CN1C(C2=CC=CC=C2C1=O)=O)C